O1C=NC2=C1C(=CC=C2)CCCO 3-(benzo[d]oxazol-7-yl)propan-1-ol